C1(CCCCCCC1)C=1C(=C(N(N1)C)C(=O)N)CC=1NC2=C(C(=NC(=C2)CN2CCNCC2)OC)N1 Cyclooctyl[4-methoxy-6-(piperazin-1-ylmethyl)-1H-imidazo[4,5-c]pyridin-2-yl-methyl]-2-methylpyrazole-3-carboxamide